tert-butyl (R)-4-(2-(3-(3-((4-(tert-butyl)benzyl)(cyclopropyl)carbamoyl) piperidin-1-yl)phenoxy)-2-methylpropanoyl)piperazine-1-carboxylate C(C)(C)(C)C1=CC=C(CN(C(=O)[C@H]2CN(CCC2)C=2C=C(OC(C(=O)N3CCN(CC3)C(=O)OC(C)(C)C)(C)C)C=CC2)C2CC2)C=C1